C(C=C)(=O)O.C(=CC1=CC=CC=C1)C=CC(=O)O styrene-acrylic acid acrylate